C(C)(C)(C)OC(=O)N1CC(C1)C1=C(C=C(C=C1)F)Cl 3-(2-chloro-4-fluoro-phenyl)azetidine-1-carboxylic acid tert-butyl ester